[Ca].[Al].[Li] lithium aluminum calcium